N1N=NC(=C1)CN1C(C2=CC=CC=C2C(=C1)[C@@H](C)N(C(=O)NC1=CC(=C(C=C1)F)Cl)C)=O |r| Racemic-1-(1-(2-((1H-1,2,3-triazol-4-yl)methyl)-1-oxo-1,2-dihydroisoquinolin-4-yl)ethyl)-3-(3-chloro-4-fluorophenyl)-1-methylurea